2-[2-[3-(Dibenzylamino)-2-fluoro-propoxy]ethyl]isoindoline-1,3-dione C(C1=CC=CC=C1)N(CC(COCCN1C(C2=CC=CC=C2C1=O)=O)F)CC1=CC=CC=C1